BrC1=C(C=CC2=C1[C@@H]([C@](O2)(C#N)C2=CC=CC=C2)O)Cl |o1:7,8| (2R*,3S*)-4-Bromo-5-chloro-3-hydroxy-2-phenyl-2,3-dihydrobenzofuran-2-carbonitrile